FC1=CC=C(C[C@@]2(NCCC2)C(=O)O)C=C1 alpha-(4-fluorobenzyl)-proline